NC1(CCC(CC1)N1C2=NC(=NC=C2N(C1=O)C)NC=1C=C2C=CC=NC2=CC1C)C 9-((1s,4s)-4-amino-4-methylcyclohexyl)-7-methyl-2-((7-methylquinolin-6-yl)amino)-7,9-dihydro-8H-purin-8-one